Sodium difluoro (oxalate) borate B([O-])([O-])[O-].C(C(=O)OF)(=O)OF.[Na+].[Na+].[Na+]